FC1=CC=C2CC3(CCNCC3)[C@@H](C2=C1)N (S)-6-fluoro-1,3-dihydrospiro[indene-2,4'-piperidin]-1-amine